F[C@@H]1[C@H](CNCC1)NC1=NC=CC(=N1)C1=CN=C2N1C=C(N=C2)N2C(CCC2)=O 1-(3-(2-(((3S,4S)-4-fluoropiperidin-3-yl)amino)pyrimidin-4-yl)imidazo[1,2-a]pyrazin-6-yl)pyrrolidin-2-one